(R)-2-((4-fluorophenyl)amino)-2-oxo-1-phenylethyl 6-(1-(1-acetylazetidin-3-yl)-1H-pyrazol-4-yl)-3-aminopyrazine-2-carboxylate C(C)(=O)N1CC(C1)N1N=CC(=C1)C1=CN=C(C(=N1)C(=O)O[C@@H](C(=O)NC1=CC=C(C=C1)F)C1=CC=CC=C1)N